Methyl 2-(4-(6-((4-cyano-2-fluorobenzyl) oxy) pyridin-2-yl)-2-(1H-pyrazol-3-yl) benzyl)-1-(2-methoxyethyl)-1H-benzo[d]imidazole-6-carboxylate C(#N)C1=CC(=C(COC2=CC=CC(=N2)C2=CC(=C(CC3=NC4=C(N3CCOC)C=C(C=C4)C(=O)OC)C=C2)C2=NNC=C2)C=C1)F